CC(C)CCC[C@@H](C)[C@H]1CC[C@H]2[C@@H]3CCC4CC=CC[C@]4(C)[C@H]3CC[C@]12C cholest-2-ene